Cl.C(CC)N1N=C(C=C1)NC(=O)C1CNC1 N-(1-propyl-1H-pyrazol-3-yl)azetidine-3-carboxamide hydrochloride